FC1(CN(CCC1NC(=O)NC1=CC=C(C=C1)OC(F)(F)F)C(=O)OC(C)(C)C)F Tert-butyl 3,3-difluoro-4-(3-(4-(trifluoromethoxy)phenyl)ureido)piperidine-1-carboxylate